CN1N=CC=C1C1=CC=C(N)C=C1 4-(2-methylpyrazol-3-yl)aniline